O=C1NC(CCC1N1C(C2=CC=CC(=C2C1)NC(OCC#C)=O)=O)=O prop-2-yn-1-yl (2-(2,6-dioxopiperidin-3-yl)-1-oxoisoindolin-4-yl)carbamate